2-(1-acryloylazetidin-3-yl)-4-(4-(trifluoromethyl)phenyl)phthalazin-1(2H)-one C(C=C)(=O)N1CC(C1)N1C(C2=CC=CC=C2C(=N1)C1=CC=C(C=C1)C(F)(F)F)=O